ClC1=C(C=CC=C1Cl)N1CCN(CC1)CCC1CC(C1)NC(N(C)C)=O 3-(3-(2-(4-(2,3-Dichlorophenyl)piperazin-1-yl)ethyl)cyclobutyl)-1,1-dimethylurea